ClC(C[SiH2]CC[SiH2]CC(Cl)Cl)Cl 1,2-bis(dichloroethylsilyl)ethane